[O-]S(=O)(=O)C(F)(F)F.C[N+]1=CNC2=C1C=CC=C2 N-methyl-benzimidazolium triflate